(S)-3-(4-cyclopropylphenyl)-1-ethyl-8-((tetrahydro-2H-pyran-4-yl)methyl)-1,3,8-triazaspiro[4.6]undecane-2,4-dione C1(CC1)C1=CC=C(C=C1)N1C(N([C@]2(C1=O)CCN(CCC2)CC2CCOCC2)CC)=O